2,3-dihydro-1-indenone-oxime C1(CCC2=CC=CC=C12)=NO